(1R,5S,6R)-N-[(3-chlorophenyl)methyl]-3-[5-(5-fluoro-2-methoxypyridin-4-yl)-1H-pyrazole-3-carbonyl]-3-azabicyclo[3.1.0]hexane-6-carboxamide ClC=1C=C(C=CC1)CNC(=O)C1[C@H]2CN(C[C@@H]12)C(=O)C1=NNC(=C1)C1=CC(=NC=C1F)OC